C(C=C)(=O)N1CC(SC2=C(C1=O)C=CC=C2)(C2=CC=CC=C2)C2=C(C=CC=C2)F 4-acryloyl-2-(2-fluorophenyl)-3,4-dihydro-2-phenyl-benzo[f][1,4]Thiazepine-5(2H)-one